N-[4-(hydroxymethyl)oxetan-4-yl]-2-methyl-5-[(2-methyl-1,3-thiazol-5-yl)methoxy]-2H-indazole-3-carboxamide OCC1(CCO1)NC(=O)C=1N(N=C2C=CC(=CC12)OCC1=CN=C(S1)C)C